ethyl 2-ethyl-5-methoxy-1-(1-propyl-1H-pyrazol-4-yl)-1H-indole-3-carboxylate C(C)C=1N(C2=CC=C(C=C2C1C(=O)OCC)OC)C=1C=NN(C1)CCC